N[C@@H](CNC(=O)[C@@H]1OC(OCC1(C)C)(C)C)C (R)-2,2,5,5-Tetramethyl-[1,3]dioxane-4-carboxylic acid ((R)-2-amino-propyl)-amide